2-(dimethylamino)-N-(7-methoxy-4-(1-methyl-3-phenyl-1H-pyrazol-4-yl)quinazolin-6-yl)-2-methylpropanamide CN(C(C(=O)NC=1C=C2C(=NC=NC2=CC1OC)C=1C(=NN(C1)C)C1=CC=CC=C1)(C)C)C